C(C)OC(=O)C=1C(=C(NC1)C1=CC=C(C=C1)C(F)(F)F)C1=CC=C(C=C1)NS(=O)(=O)C (4-(methylsulfonylamino)phenyl)-2-(4-(trifluoromethyl)phenyl)Azole-4-carboxylic acid ethyl ester